O(S(=O)(=O)C(F)(F)F)C1=C(C(=C(C=C1)C=1C(=NN(C1)COCC[Si](C)(C)C)C1=CC=CC=C1)F)F [2,3-difluoro-4-[3-phenyl-1-(2-trimethylsilylethoxymethyl) pyrazol-4-yl] phenyl] triflate